1-(chloromethyl)-4-fluoro-1,4-diazabicyclo[2.2.2]octane-1,4-diium ditetrafluoroborate [B-](F)(F)(F)F.[B-](F)(F)(F)F.C1C[N+]2(CC[N+]1(CC2)CCl)F